ClC(=O)[C@]1(C([C@](C1C(=O)[O-])(C)C(=O)Cl)C(=O)OCC=C(C)C)C dimethylallyl (2r,4r)-2,4-bis(chlorocarbonyl)-2,4-dimethylcyclobutane-1,3-dicarboxylate